tetraallyl-phosphonium chloride [Cl-].C(C=C)[P+](CC=C)(CC=C)CC=C